N-(4-(imidazo[1,2-a]pyridin-7-yloxy)-3-methylphenyl)quinazolin-4-amine N=1C=CN2C1C=C(C=C2)OC2=C(C=C(C=C2)NC2=NC=NC1=CC=CC=C21)C